bis(4-methylphenyl)silane CC1=CC=C(C=C1)[SiH2]C1=CC=C(C=C1)C